6-hydroxy-3,5,6-trimethyl-heptanol OC(C(CC(CCO)C)C)(C)C